ClC1CNCC(N1C(=O)[O-])C1=NC(=NC2=C(C(=CC=C12)C1=C2C=NNC2=CC=C1C)OC1CC1)O[C@@H]1CN(CC1)C 6-chloro-8-cyclopropoxy-7-(5-methyl-1H-indazol-4-yl)-2-((((S)-1-methylpyrrolidin-3-yl)oxy)quinazolin-4-yl)piperazin-1-carboxylate